3-(2-methylprop-2-enoyloxy)butyl 2-methylprop-2-enoate CC(C(=O)OCCC(C)OC(C(=C)C)=O)=C